Anisole Chlorine [Cl].C1(=CC=CC=C1)OC